Racemic-methyl 1-(2-oxo-4-(o-tolyl)-2H-pyrano[2,3-b]pyridin-7-yl)piperidine-2-carboxylate O=C1C=C(C=2C(=NC(=CC2)N2[C@H](CCCC2)C(=O)OC)O1)C1=C(C=CC=C1)C |r|